CN1C=2C(=NC=NC2NC(C1)=O)N1CCNCC1 5-methyl-4-(piperazin-1-yl)-5,8-dihydro-pteridin-7(6H)-one